CC1(OC(C(C(O1)=O)=CNC1=CC=NC=C1)=O)C 2,2-dimethyl-5-(pyridin-4-ylaminomethylene)-[1,3]dioxane-4,6-dione